(2S,4S)-4-(7-bromo-6-fluoro-8-methyl-4-((S)-1-((S)-1-methylpyrrolidin-2-yl)ethoxy)-1H-pyrazolo[4,3-c]quinolin-1-yl)-2-(cyanomethyl)piperidine-1-carboxylic acid tert-butyl ester C(C)(C)(C)OC(=O)N1[C@@H](C[C@H](CC1)N1N=CC=2C(=NC=3C(=C(C(=CC3C21)C)Br)F)O[C@@H](C)[C@H]2N(CCC2)C)CC#N